ethyl 2-(5-(difluoromethyl)-4-(triisopropylsilyl)-1H-1,2,3-triazol-1-yl)acetate FC(C1=C(N=NN1CC(=O)OCC)[Si](C(C)C)(C(C)C)C(C)C)F